CC1=[N+](C(=CC(=C1)C)C)CCC1=CC=C(C=C1)S(N)(=O)=O 2,4,6-trimethyl-1-[2-(4-sulfamoylphenyl)ethyl]pyridin-1-ium